FC(C1=NNC(C2=C1N=C(C=C2)C(F)(F)F)=O)F 8-(difluoromethyl)-2-(trifluoromethyl)pyrido[2,3-d]Pyridazin-5(6H)-one